NCC1CCN(CC1)C=1NC(=CN1)C(=O)OCC ethyl 2-(4-(aminomethyl)piperidin-1-yl)-1H-imidazole-5-carboxylate